CC1=C(C=NC=2OCCN(C21)C(=O)OC(C)(C)C)N2CC=1N=C(N=CC1CC2)NC2=CC(=C(C=C2)NC(CN2CCOCC2)=O)C(F)(F)F tert-butyl 8-methyl-7-[2-({4-[2-(morpholin-4-yl)acetamido]-3-(trifluoromethyl)phenyl}amino)-5H,6H,7H,8H-pyrido[3,4-d]pyrimidin-7-yl]-1H,2H,3H-pyrido[2,3-b][1,4]oxazine-1-carboxylate